BrC1=CC=C(C=C1)C(CO)O 2-(4-bromophenyl)ethylene alcohol